1-azido-15-(2-(21-carboxyhenicosanamido)ethyl)-11,19-dioxo-3,6,9-trioxa-12,15,18-triazatetracontan-40-oic acid N(=[N+]=[N-])CCOCCOCCOCC(NCCN(CCNC(CCCCCCCCCCCCCCCCCCCCC(=O)O)=O)CCNC(CCCCCCCCCCCCCCCCCCCCC(=O)O)=O)=O